ClC1=C(C=C(N=N1)C=O)C 6-chloro-5-methylpyridazine-3-carbaldehyde